Tert-butyl 3-azidoazetidine-1-carboxylate N(=[N+]=[N-])C1CN(C1)C(=O)OC(C)(C)C